C1(C2=C(C(NN1)=O)C=NC=C2)=O 2,3-dihydropyrido[3,4-d]pyridazin-1,4-dione